FC=1C(=CC(=NC1)C)C=1NC2=CC=C(C=C2C1C(C)C)C1CCN(CC1)CC(=O)N(C)C 2-(4-(2-(5-fluoro-2-methylpyridin-4-yl)-3-isopropyl-1H-indol-5-yl)piperidin-1-yl)-N,N-dimethylacetamide